Cl.CN[C@@H]([C@@H](O)C)C(=O)OCC1=CC(=NC(=C1)Cl)Cl (2,6-Dichloropyridin-4-yl)methyl methyl-L-allothreoninate hydrochloride